6-tert-butyl-4-chloro-8-methyl-2-(3-methyl-1-benzofuran-2-yl)quinazoline C(C)(C)(C)C=1C=C2C(=NC(=NC2=C(C1)C)C=1OC2=C(C1C)C=CC=C2)Cl